FC1=C(C(=CC=C1)OC)C1=NC=CC(=N1)NC1=NC=C(C(=C1)N1C[C@H](CCC1)NC(OC(C)(C)C)=O)C=1C=NN(C1)C1CCOCC1 tert-Butyl (S)-(1-(2-((2-(2-fluoro-6-methoxyphenyl)pyrimidin-4-yl)amino)-5-(1-(tetrahydro-2H-pyran-4-yl)-1H-pyrazol-4-yl)pyridin-4-yl)piperidin-3-yl)carbamate